BrC=1C=C2C(=CC(=NC2=CC1)N1C=NC=C1)C(=O)N[C@@H]1CC[C@H](CC1)OC 6-bromo-2-(imidazol-1-yl)-N-[(trans)-4-methoxycyclohexyl]quinoline-4-carboxamide